F[P-](F)(F)(F)(F)F.C1C=CC=C1.[CH-]1C=CC=C1.[Co+2] Cobaltocenium hexafluorophosphate